CC=1C=C(C=C(C1)C)P(NC1=CC=C(C=C1)C)(=S)C1=CC(=CC(=C1)C)C P,P-bis(3,5-dimethylphenyl)-N-(p-tolyl)phosphinothioic amide